NC=1CC(=CC2=C(N1)C=C(C=C2)S(N)(=O)=O)C(=O)N(CCC)OCCNC(OC(C)(C)C)=O tert-butyl (2-((2-amino-N-propyl-8-sulfamoyl-3H-benzo[b]azepine-4-carboxamido)oxy)ethyl)carbamate